6-chloro-1-(4-((diethylamino)methyl)-2-isopropylpyridin-3-yl)-7-(2-isopropylphenyl)pyrido[2,3-d]pyrimidin-2(1H)-one ClC1=CC2=C(N(C(N=C2)=O)C=2C(=NC=CC2CN(CC)CC)C(C)C)N=C1C1=C(C=CC=C1)C(C)C